(±)-3-[[(4Z)-4-(1,3-benzothiazol-6-ylmethylene)-5-oxo-1H-imidazol-2-yl]amino]piperidin-2-one S1C=NC2=C1C=C(C=C2)\C=C\2/N=C(NC2=O)N[C@H]2C(NCCC2)=O |r|